4-((5-chloro-7-(2-((3-isopropyl-5-methyl-2,6-dioxo-3,6-dihydropyrimidin-1(2H)-yl)methyl)thieno[3,2-b]pyridin-7-yl)-1H-indol-1-yl)methyl)piperidine-4-carbonitrile ClC=1C=C2C=CN(C2=C(C1)C1=C2C(=NC=C1)C=C(S2)CN2C(N(C=C(C2=O)C)C(C)C)=O)CC2(CCNCC2)C#N